C(C1=CC=CC=C1)OC1=CC=C2C=3C4=C(C5=C(C3NC2=C1)NC1=C5C=CN=C1)C(N(C4=O)CC4=C(C=C(C=C4)OC)OC)=O 10-(benzyloxy)-6-(2,4-dimethoxybenzyl)-12,13-dihydro-5H-pyrido[4',3':4,5]pyrrolo[2,3-a]pyrrolo[3,4-c]carbazole-5,7(6H)-dione